4-(tert-butyl)-N-(4-(phenylamino)phenyl)benzamide tert-butyl-4-((4-((2-(2,6-dioxopiperidin-3-yl)-1-oxoisoindolin-5-yl)oxy)piperidin-1-yl)methyl)piperidine-1-carboxylate C(C)(C)(C)OC(=O)N1CCC(CC1)CN1CCC(CC1)OC=1C=C2CN(C(C2=CC1)=O)C1C(NC(CC1)=O)=O.C(C)(C)(C)C1=CC=C(C(=O)NC2=CC=C(C=C2)NC2=CC=CC=C2)C=C1